ClC1=C(C(=CC=C1)Cl)N1N=C(C=C1)NC(C1=C(C=CC=C1)I)=O N-[1-(2,6-dichlorophenyl)-1H-pyrazol-3-yl]-2-iodobenzamide